1-(4-(4-cyclopentyl-3-oxopiperazine-1-carbonyl)-5-methylpicolinoyl)-4-phenylpiperidine-4-carbonitrile C1(CCCC1)N1C(CN(CC1)C(=O)C1=CC(=NC=C1C)C(=O)N1CCC(CC1)(C#N)C1=CC=CC=C1)=O